CC1=NN=C(S1)O 5-methyl-2-hydroxy-1,3,4-thiadiazole